[C-]#N.C(CCCCCCCCC)[N+]1(CCCCC1)CCC 1-Decyl-1-propylpiperidinium cyanid